C(C)(C)(C)OC(=O)N1CCN(CC1)C[C@H](C)NC1=NC=NC2=C(C=CC=C12)Br 4-[(2S)-2-[(8-bromoquinazolin-4-yl)amino]propyl]piperazine-1-carboxylic acid tert-butyl ester